(S)-(1-(4-fluoro-3-(trifluoromethyl)phenyl)cyclopropyl)(pyrrolidin-2-ylmethyl)carbamic acid ethyl ester C(C)OC(N(C[C@H]1NCCC1)C1(CC1)C1=CC(=C(C=C1)F)C(F)(F)F)=O